COC1=C(C=CC(=C1)CC(C(CC1=CC(=C(C=C1)O)O)C)C)[O-] 2-methoxy-4-[2,3-dimethyl-4-(3,4-dihydroxyphenyl)butyl]phenolate